4-(dimethylamino)but-2-en-1-one trifluoroacetate salt FC(C(=O)O)(F)F.CN(CC=CC=O)C